3-(2-chloro-3-(ethylsulfanyl) benzyl)-4-((dimethylamino) methyl)-2-oxo-2H-benzopyran-7-yl dimethylcarbamate CN(C(OC1=CC2=C(C(=C(C(O2)=O)CC2=C(C(=CC=C2)SCC)Cl)CN(C)C)C=C1)=O)C